ethyl 7-cyclobutyl-2-oxo-4-(trifluoromethyl)-1H-quinoline-3-carboxylate C1(CCC1)C1=CC=C2C(=C(C(NC2=C1)=O)C(=O)OCC)C(F)(F)F